1-benzyl 4-(t-butyl) (S)-2-((((2-chloro-5-(trifluoromethyl)pyridin-3-yl)methyl)thio)methyl)piperazin-1,4-dicarboxylate ClC1=NC=C(C=C1CSC[C@H]1N(CCN(C1)C(=O)OC(C)(C)C)C(=O)OCC1=CC=CC=C1)C(F)(F)F